BrC1=COC=C1P(C1=CC=CC=C1)C1=CC=CC=C1 3-bromo-4-(diphenylphosphino)furan